FC1=C(CNC2=NC(=NC=C2C(=O)N)NC=2C=NN(C2)C)C(=CC=C1)Cl 4-[(2-fluoro-6-chlorobenzyl)amino]-2-[(1-methyl-1H-pyrazol-4-yl)amino]pyrimidin-5-carboxamide